2'-chloro-5'-methoxy-6-methyl-N-(5-picolinoyl-5,6-dihydro-4H-pyrrolo[3,4-d]thiazol-2-yl)-[4,4'-bipyridine]-3-carboxamide ClC1=NC=C(C(=C1)C1=C(C=NC(=C1)C)C(=O)NC=1SC2=C(N1)C(NC2)C(C=2C=CC=NC2)=O)OC